FC1=CC=C(C=C1)C1=NN(C=C1C=1C=2N(N=CC1)C=C(N2)CN(C(C)=O)C)C N-([8-[3-(4-fluorophenyl)-1-methylpyrazol-4-yl]imidazo[1,2-b]pyridazin-2-yl]methyl)-N-methylacetamide